N,N'-dioctadecyl-d-aminoglutamic acid diamide C(CCCCCCCCCCCCCCCCC[2H])NC([C@@H](NN)CCC(=O)NCCCCCCCCCCCCCCCCCC[2H])=O